[6-fluoro-4-(trifluoromethylsulfoxy)-5-(2-triisopropylsilylethynyl)-2-Naphthyl]2,2-dimethylpropionate FC=1C(=C2C(=CC(=CC2=CC1)OC(C(C)(C)C)=O)OS(=O)(=O)OC(F)(F)F)C#C[Si](C(C)C)(C(C)C)C(C)C